ClC1=C(C(=O)P(C2=CC=C(C=C2)CCCCCCCC)(C(C2=C(C=CC=C2Cl)Cl)=O)=O)C(=CC=C1)Cl bis-(2,6-dichloro-benzoyl)-4-octylphenylphosphine oxide